CC1NCC(NCC(NCC(NC1)C)C)C 2,5,8,11-tetramethyl-1,4,7,10-tetraazacyclododecane